1,3-bis(2-aminoethylamino)propyl-tetramethyldisiloxane NCCNC(CCNCCN)[SiH](O[Si](C)(C)C)C